NCC1CC(CC(C1)CN)CN 1,3,5-tris(aminomethyl)cyclohexane